tert-butyl (1R,4R)-5-[5-(3-iodo-7-methyl-1H-indazol-1-yl)pyridin-2-yl]-2,5-diazabicyclo[2.2.1]heptane-2-carboxylate IC1=NN(C2=C(C=CC=C12)C)C=1C=CC(=NC1)N1[C@H]2CN([C@@H](C1)C2)C(=O)OC(C)(C)C